[Na].CC1CO1 2,3-propylene oxide sodium